CN1C(C2=C(C(=C1)C=1C=C(C=CC1OC1COCC1)NS(=O)(=O)C)C=CN2)=O N-[3-(6-methyl-7-oxo-6,7-dihydro-1H-pyrrolo[2,3-c]pyridin-4-yl)-4-(tetrahydrofuran-3-yloxy)phenyl]methanesulfonamide